O=C1NCC[C@@H]1OC(C(C)NC(=O)[C@H]1NCC2(C1)CCCC2)=O ((S)-2-oxopyrrolidin-3-yl)-2-((S)-2-azaspiro[4.4]nonane-3-carboxamido)propanoate